(-)-1-[(3S*,4R*)-4-(2,6-difluoro-4-methoxy-phenyl)-2-oxo-pyrrolidin-3-yl]-3-(5-methyl-isoxazol-3-yl)urea FC1=C(C(=CC(=C1)OC)F)[C@H]1[C@@H](C(NC1)=O)NC(=O)NC1=NOC(=C1)C |o1:10,11|